(6-(4-((1H-indazol-5-yl)amino)thieno[3,2-d]pyrimidin-2-yl)-1H-indol-2-yl)(3,9-diazaspiro[5.5]undecan-3-yl)methanone N1N=CC2=CC(=CC=C12)NC=1C2=C(N=C(N1)C1=CC=C3C=C(NC3=C1)C(=O)N1CCC3(CC1)CCNCC3)C=CS2